(S)-4-(4-fluorophenoxy)-N-(7-((3-hydroxyoxetan-3-yl)ethynyl)-5-methyl-4-oxo-2,3,4,5-tetrahydrobenzo[b][1,4]oxazepin-3-yl)pyridineamide FC1=CC=C(OC2=CC(=NC=C2)C(=O)N[C@@H]2C(N(C3=C(OC2)C=CC(=C3)C#CC3(COC3)O)C)=O)C=C1